N-[1-(2H-1,3-benzodioxol-5-yl)propan-2-yl]methylsulfanylformamide O1COC2=C1C=CC(=C2)CC(C)N(C=O)SC